tert-butyl 1-(4-chloro-1H-pyrazol-1-yl)cyclopropane-1-carboxylate ClC=1C=NN(C1)C1(CC1)C(=O)OC(C)(C)C